5-chloro-N2-[2-cyclopropoxy-4-(1-(2-fluoroethyl)piperidin-4-yl)-5-methylphenyl]-N4-[1-methyl-3-(isopropyl-sulfonyl)-1H-pyrazol-4-yl]-pyrimidin-2,4-diamine ClC=1C(=NC(=NC1)NC1=C(C=C(C(=C1)C)C1CCN(CC1)CCF)OC1CC1)NC=1C(=NN(C1)C)S(=O)(=O)C(C)C